[N].[N].C1=CC=CC=C1 Benzene diNitrogen